O1C[C@H](CCC1)C=1C=NN(C1)C1=NNC=C1 (R)-4-(4,6-dihydro-2H-pyran-3-yl)-1-(1H-pyrazol-3-yl)-1H-pyrazole